3,6-dichloro-N-methyl-N-[1-(2-thienyl)propan-2-yl]pyridazine-4-carboxamide ClC=1N=NC(=CC1C(=O)N(C(CC=1SC=CC1)C)C)Cl